C(C)(C)(CC)C1=C(C(=CC(=C1)C(C)(C)C)C(C)(C)CC)O 2,6-di-tertiary amyl-4-tertiary butyl-phenol